CC1(C[C@@H](C(N1)=O)NC(OC(C)(C)C)=O)C tert-butyl (S)-(5,5-dimethyl-2-oxopyrrolidin-3-yl)carbamate